C1CN=C(N1)CCl The molecule is an imidazoline that is 4,5-dihydroimidazole bearing a chloromethyl substituent at position 2. It is a member of imidazolines and an organochlorine compound.